6-(4-methoxypyrrolo[2,1-f][1,2,4]triazin-5-yl)-2-methyl-1-((2-methyl-1,3-thiazol-5-yl)methyl)-1H-imidazo[4,5-b]pyridine COC1=NC=NN2C1=C(C=C2)C=2C=C1C(=NC2)N=C(N1CC1=CN=C(S1)C)C